[Zr].OC1=C(C(=O)O)C=C(C(=C1)C(=O)O)O 2,5-dihydroxyterephthalic acid zirconium